C1(C=CC=C1)[Zr](C(C1=CC=CC=C1)C1=CC=CC=C1)(C(C1=CC=CC=C1)C1=CC=CC=C1)C1C=CC=C1 bis(cyclopentadienyl)bis(diphenylmethyl)zirconium